methyl-5-bromo-4-(2-(dimethylamino) vinyl)-2-methoxy-3-nitrobenzoate COC(C1=C(C(=C(C(=C1)Br)C=CN(C)C)[N+](=O)[O-])OC)=O